(4-(4-(6-Fluorobenzo[d]isoxazol-3-yl)piperidin-1-yl)butoxy)-5,6-dihydro-1H-pyrrolo[3,2,1-IJ]quinoline-4(2H)-one FC1=CC2=C(C(=NO2)C2CCN(CC2)CCCCOC2CN3C(CCC4=CC=CC2=C34)=O)C=C1